3-(5-(5-chloropyrazolo[1,5-a]pyrimidin-3-yl)-1-oxoisoindolin-2-yl)piperidine-2,6-dione ClC1=NC=2N(C=C1)N=CC2C=2C=C1CN(C(C1=CC2)=O)C2C(NC(CC2)=O)=O